N-[2-[(1R)-1,3-dimethylbutyl]phenyl]-5-fluoro-1,3-dimethyl-pyrazole-4-carboxamide C[C@H](CC(C)C)C1=C(C=CC=C1)NC(=O)C=1C(=NN(C1F)C)C